C[C@H]1N(C[C@@H]([C@H]([C@@H]1O)O)O)C[C@H]1CN(CCC1)C=1C=NC=CC1C(F)(F)F (2R,3R,4R,5S)-2-methyl-1-(((S)-1-(4-(trifluoromethyl)pyridin-3-yl)piperidin-3-yl)methyl)piperidine-3,4,5-triol